2-(1H-pyrazol-1-yl)ethane-1,1-diol N1(N=CC=C1)CC(O)O